6-(benzenesulfonyl)-1-((S)-pyrrolidin-3-yl)-1,6-dihydroimidazo[4,5-d]pyridine C1(=CC=CC=C1)S(=O)(=O)C1N=CC=2C(=C1)N(CN2)[C@@H]2CNCC2